2-(2-methylpent-4-en-2-yl)malonic acid CC(C)(CC=C)C(C(=O)O)C(=O)O